Tri(3-ethyl-4-methyl-1-pentyl)citrat C(C)C(CCC(C(C(C(=O)[O-])(CCC(C(C)C)CC)CCC(C(C)C)CC)(O)C(=O)[O-])C(=O)[O-])C(C)C